FC1=CC(=C(C=C1F)C=1C(O[C@](C1C)(C(F)(F)F)C)=O)OC (R)-3-(4,5-difluoro-2-methoxyphenyl)-4,5-dimethyl-5-(trifluoromethyl)furan-2(5H)-one